BrC=1C=NN(C1)[C@H]1[C@@H](COC1)O (3S,4R)-4-(4-bromo-1H-pyrazol-1-yl)tetrahydrofuran-3-ol